isopentene-1-carboxylic acid C(=CC(C)C)C(=O)O